C(CCCCCCCCCCCCCCCCC)S(=O)(=O)[O-].[Na+] Sodium Octadecylsulfonate